BrC=1C(=NC(=C(C1)Br)C1=C(C=CC=C1)Cl)N 3,5-dibromo-6-(2-chlorophenyl)pyridin-2-amine